(chloro(phenoxy)phosphoryl)-L-valine methyl ester COC([C@@H](NP(=O)(OC1=CC=CC=C1)Cl)C(C)C)=O